5-(3-isopropyl-5-(1-propylpiperidin-4-yl)-1H-indol-2-yl)-1-methyl-[3,3'-bipyridine]-2(1H)-one C(C)(C)C1=C(NC2=CC=C(C=C12)C1CCN(CC1)CCC)C=1C=C(C(N(C1)C)=O)C=1C=NC=CC1